C(C)NC[C@H](C)OC=1N(N=CC1C=1C=C2C(=NN(C2=CC1F)C1OCCCC1)C=C)C (2S)-N-ethyl-2-[4-(6-fluoro-1-tetrahydropyran-2-yl-3-vinyl-indazol-5-yl)-2-methyl-pyrazol-3-yl]oxy-propan-1-amine